1-((4-n-butylphenyl)ethynyl)-2,5-difluoro-4-(1-propynyl)benzene C(CCC)C1=CC=C(C=C1)C#CC1=C(C=C(C(=C1)F)C#CC)F